FC1=C(CN2CCCCC2)C=CC=C1 1-(2-fluorobenzyl)piperidin